NC1=C(C=C(C=N1)C1=CC=C(C=C1)C(=O)N1C[C@@H](CC1)N)OC(C)C1=C(C=CC=C1Cl)Cl (4-{6-amino-5-[1-(2,6-dichloro-phenyl)-ethoxy]-pyridin-3-yl}-phenyl)-((R)-3-amino-pyrrolidin-1-yl)-methanone